ethylzinc hydride [H-].C(C)[Zn+]